tert-Butyl (S)-(1-(5-carbamoyl-4-((1-isopropyl-5-morpholino-6-oxo-1,6-dihydropyridin-3-yl)amino)pyrimidin-2-yl)piperidin-3-yl)carbamate C(N)(=O)C=1C(=NC(=NC1)N1C[C@H](CCC1)NC(OC(C)(C)C)=O)NC1=CN(C(C(=C1)N1CCOCC1)=O)C(C)C